O[C@@H](C)C=1N(C=CN1)CC1=NOC(=C1)C1=CC=C(C=C1)C#CC1=CC=C(C(=O)NCC(=O)[O-])C=C1 (S)-(4-((4-(3-((2-(1-hydroxyethyl)-1H-imidazol-1-yl)methyl)isoxazol-5-yl)phenyl)ethynyl) benzoyl)glycinate